2,4-dimethyl-N-((6-methyl-4-(methylthio)-2-oxo-1,2-dihydropyridin-3-yl)methyl)-7-(6-morpholinopyridin-3-yl)-2-(piperidin-4-yl)benzo[d][1,3]dioxol-5-carboxamide hydrochloride Cl.CC1(OC2=C(O1)C(=CC(=C2C)C(=O)NCC=2C(NC(=CC2SC)C)=O)C=2C=NC(=CC2)N2CCOCC2)C2CCNCC2